C(C)(C)OC([C@@H](N[P@@](=O)(OC1=CC=CC2=CC=CC=C12)OC1=C(C(=C(C(=C1F)F)F)F)F)C)=O ((R)-(perfluoro-phenoxy)(naphthoxy)phosphoryl)-L-alanine isopropyl ester